tert-butyl N-[(2E)-4-{[2-amino-4-carbamoyl-6-(3-{[tris(propan-2-yl)silyl]oxy}propoxy)phenyl]amino}but-2-en-1-yl]carbamate NC1=C(C(=CC(=C1)C(N)=O)OCCCO[Si](C(C)C)(C(C)C)C(C)C)NC/C=C/CNC(OC(C)(C)C)=O